BrC=1C=C2C(=NC1)NN=C2NC(C(C)(C)C)=O N-(5-bromo-1H-pyrazolo[3,4-b]pyridin-3-yl)pivalamide